[NH4+].[Zn+2] zinc ammonium